2-(dimethylamino)ethylethyl acrylate C(C=C)(=O)OC(C)CCN(C)C